FC1=C(C=2C(=NC=CC2)N1S(=O)(=O)C1=CC=C(C)C=C1)C=1SC=C(N1)C=1C=C(C=CC1)[C@]1(C(N(CC1)C)=O)O (R)-3-(3-(2-(2-fluoro-1-tosyl-1H-pyrrolo[2,3-b]pyridin-3-yl)thiazol-4-yl)phenyl)-3-hydroxy-1-methylpyrrolidin-2-one